6-chloro-N-(5-ethyl-3,6-difluoropyridin-2-yl)-1H-indole-3-sulfonamide ClC1=CC=C2C(=CNC2=C1)S(=O)(=O)NC1=NC(=C(C=C1F)CC)F